2-[2-hydroxy-4-octyloxyphenyl]-4,6-bis(2,4-dimethylphenyl)-1,3,5-triazine OC1=C(C=CC(=C1)OCCCCCCCC)C1=NC(=NC(=N1)C1=C(C=C(C=C1)C)C)C1=C(C=C(C=C1)C)C